4-(4-amino-2-fluoro-5-(methylsulfinyl)phenyl)-7-(1H-pyrazol-4-yl)isoxazolo[4,5-c]pyridin-3-amine NC1=CC(=C(C=C1S(=O)C)C1=NC=C(C2=C1C(=NO2)N)C=2C=NNC2)F